(E)-methyl 2-((tert-butoxycarbonyl)amino)-3-(1-(4-methoxybenzyl)-1H-pyrazol-3-yl)acrylate C(C)(C)(C)OC(=O)N\C(\C(=O)OC)=C\C1=NN(C=C1)CC1=CC=C(C=C1)OC